CN1CCN(CC1)C(=O)C=1C=CC2=C(NC(=N2)C2=NNC3=CC=CC(=C23)C(C(=O)N)=C)C1 3-(6-(4-methylpiperazine-1-carbonyl)-1H-benzoimidazol-2-yl)-1H-indazol-4-ylacrylamide